O1CCC(CC1)C(=O)NC(=O)[C@H]1CC12CCN(CC2)C(=O)OC(C(F)(F)F)C(F)(F)F 1,1,1,3,3,3-hexafluoropropan-2-yl (S)-1-((tetrahydro-2H-pyran-4-carbonyl)carbamoyl)-6-azaspiro[2.5]octane-6-carboxylate